2-(6-(4-(2-(tert-butoxycarbonyl)-2,7-diazaspiro[3.5]nonan-7-yl)phenyl)-4-fluoro-1-oxo-isoindolin-2-yl)-2-(6,7-dihydro-5H-pyrrolo[1,2-c]imidazol-1-yl)acetic acid lithium [Li].C(C)(C)(C)OC(=O)N1CC2(C1)CCN(CC2)C2=CC=C(C=C2)C2=CC(=C1CN(C(C1=C2)=O)C(C(=O)O)C2=C1N(C=N2)CCC1)F